1-(2,4-dimethoxybenzyl)-1,4-azaphosphine-4-oxide COC1=C(CN2CC=P(C=C2)=O)C=CC(=C1)OC